N-((1-((4-methoxy-3-((2-methoxyphenyl)sulfonamido)-1H-indazol-6-yl)methyl)-1H-pyrazol-4-yl)methyl)propiolamide COC1=C2C(=NNC2=CC(=C1)CN1N=CC(=C1)CNC(C#C)=O)NS(=O)(=O)C1=C(C=CC=C1)OC